3-{4-[(2-methoxypyridin-3-yl)sulfamoyl]phenyl}-1-(pyridin-3-ylmethyl)urea COC1=NC=CC=C1NS(=O)(=O)C1=CC=C(C=C1)NC(NCC=1C=NC=CC1)=O